ClC1=CC=NC2=CC(=CC=C12)C1=CC=C(C=C1)OC 4-chloro-7-(4-methoxyphenyl)quinoline